ClC1=NC=C(C=N1)CN1C=CC=C2C1=NC(N(C2=O)C2CCCC2)=O 8-((2-chloropyrimidin-5-yl)methyl)-3-cyclopentylpyrido[2,3-d]pyrimidine-2,4(3h,8h)-dione